ClC=1C=C(C=CC1)C=1OC(=CN1)C1=CC=C(CNCC(=O)O)C=C1 (4-(2-(3-chlorophenyl)oxazol-5-yl)benzyl)glycine